C(C)(C)(C)OC(NC1CC2=CC=CC(=C2C1)C1CC1)=O (4-cyclopropyl-2,3-dihydro-1H-inden-2-yl)carbamic acid tert-butyl ester